6-bromo-4-chloro-1-(4-cyclopropyl-2-methoxyphenyl)phthalazine BrC=1C=C2C(=NN=C(C2=CC1)C1=C(C=C(C=C1)C1CC1)OC)Cl